(S)-5-(2-methylpiperazin-1-yl)pyrimidin-2-amine C[C@@H]1N(CCNC1)C=1C=NC(=NC1)N